5-(1-ethylhydrazino)-1H-tetrazole C(C)N(N)C1=NN=NN1